5-(methoxycarbonyl)piperidine-2-carboxylic acid COC(=O)C1CCC(NC1)C(=O)O